C(CCCCCCCCCCCCCCC)(=O)OC[C@@H](OC(C)=O)COP(=O)(O)OCC[N+](C)(C)C 1-O-palmitoyl-2-O-acetyl-sn-glycero-3-phosphorylcholine